C(C1=CC=CC=C1)OCC(CN(S(=O)(=O)CCl)CC1=CC=C(C=C1)OC)O N-[3-(Benzyloxy)-2-hydroxypropyl]-1-chloro-N-(4-methoxybenzyl)methanesulfonamide